CN(C1CCC(CC1)NC=1N=CC2=C(N1)N(C(C(=C2)C2=C(C(=C(C(=C2)F)NS(=O)(=O)CCC)F)F)=O)C(C)C)C N-(4-(2-(((1r,4r)-4-(dimethylamino)cyclohexyl)amino)-8-iso-propyl-7-oxo-7,8-dihydropyrido[2,3-d]-pyrimidin-6-yl)-2,3,6-trifluorophenyl)propane-1-sulfonamide